ClC1=NC=CC(=N1)C1=C(C=CC(=C1)C)O 2-(2-Chloropyrimidin-4-yl)-4-methylphenol